C(C1=CC=CC=C1)C=1C(=NC=C(N1)C1=CC=CC=C1)N[C@@H](CC1=CC=CC=C1)C(=O)OCC Ethyl (3-benzyl-5-phenylpyrazin-2-yl)phenylalaninate